(2-butyl-benzofuran-3-yl)(piperidin-1-yl)-methanone C(CCC)C=1OC2=C(C1C(=O)N1CCCCC1)C=CC=C2